2-((4-(3-(diethylamino)propoxy)phenyl)amino)-4-(3-phenylisooxazolidin-2-yl)pyrimidine-5-carbonitrile hydrochloride Cl.C(C)N(CCCOC1=CC=C(C=C1)NC1=NC=C(C(=N1)N1OCCC1C1=CC=CC=C1)C#N)CC